methyl 5-fluoro-3-methyl-1H-indazole-6-carboxylate FC=1C=C2C(=NNC2=CC1C(=O)OC)C